N1(CCCC1)S(=O)(=O)C1=CC=C(C=C1)C1=NN=C(O1)C1CCN(CC1)C(CC1=C(C=CC=C1)C)=O 1-(4-(5-(4-(pyrrolidin-1-ylsulfonyl)phenyl)-1,3,4-oxadiazol-2-yl)piperidin-1-yl)-2-o-tolylethanone